ClC=1C(=CC(=C(C1)NC(C1=C(C=CC=C1)C)=O)C)S(N[C@H](C)C1CCNCC1)(=O)=O (R)-N-(5-chloro-2-methyl-4-(N-(1-(piperidin-4-yl)ethyl)sulfamoyl)phenyl)-2-methylbenzamide